N-[3-[[1-(1,3-benzothiazol-2-yl)-2-(3-cyanophenyl)ethyl]sulfamoyl]phenyl]thieno[2,3-b]pyrazine-6-carboxamide S1C(=NC2=C1C=CC=C2)C(CC2=CC(=CC=C2)C#N)NS(=O)(=O)C=2C=C(C=CC2)NC(=O)C2=CC=1C(=NC=CN1)S2